6-(Cyclopropanamido)-N-(methyl-d3)-4-((3-(1-methyl-1H-1,2,4-triazol-3-yl)-2-(trifluoromethoxy)phenyl)amino)pyridazine-3-carboxamide C1(CC1)C(=O)NC1=CC(=C(N=N1)C(=O)NC([2H])([2H])[2H])NC1=C(C(=CC=C1)C1=NN(C=N1)C)OC(F)(F)F